CC1=CC(=NC=2N1N=CC2C(=O)O)C2=CN=C(O2)C 7-methyl-5-(2-methyloxazol-5-yl)pyrazolo[1,5-a]Pyrimidine-3-carboxylic acid